CC1=C(C=CC=C1N1N=CC(=C1)C)S(=O)(=O)N methyl-3-(4-methylpyrazol-1-yl)benzenesulfonamide